1-methyl-5-phenyl-6H-pyrazolo[4,3-d]pyrimidin-7-one CN1N=CC=2N=C(NC(C21)=O)C2=CC=CC=C2